4,5-bis(diphenylphosphino)9,9-dimethylxanthene C1(=CC=CC=C1)P(C1=CC=CC=2C(C3=CC=CC(=C3OC12)P(C1=CC=CC=C1)C1=CC=CC=C1)(C)C)C1=CC=CC=C1